OC=1C(C=CN2N([C@H]3N(C(C21)=O)CCOC3)C(C3=CC=CC=C3)C3=CC=CC=C3)=O (12aR)-7-Hydroxy-12-diphenylmethyl-3,4,12,12a-tetrahydro-1H-[1,4]oxazino[3,4-c]pyrido[2,1-f][1,2,4]triazin-6,8-dion